COC(=O)C1(CCOCC1)C1=NC(=NC=C1)SC 4-(2-(methylthio)pyrimidin-4-yl)tetrahydro-2H-pyran-4-carboxylic acid methyl ester